1,5-bismaleimidyl-pentane C1(C=CC(N1CCCCCN1C(C=CC1=O)=O)=O)=O